1-(1-Methanesulfonylpiperidin-4-yl)-3-{1H-pyrrolo[2,3-b]pyridin-2-yl}-1H-pyrazolo[3,4-d]pyrimidin-4-amine CS(=O)(=O)N1CCC(CC1)N1N=C(C=2C1=NC=NC2N)C2=CC=1C(=NC=CC1)N2